O[C@@H]1[C@H]([C@@H](O[C@@H]([C@@H]1O)CO)OCCCC#C)NC(C)=O N-((2R,3R,4R,5R,6R)-4,5-dihydroxy-6-(hydroxymethyl)-2-(pent-4-yn-1-yloxy)tetrahydro-2H-pyran-3-yl)acetamide